C(C)(C)(C)OC(=O)N[C@H](CC(COC1=NC=CC(=C1)N(C(OC(C)(C)C)=O)C1=CC(=NN1C(C)(C)C)[C@@H]1C[C@@H](CC1)O[Si](C)(C)C(C)(C)C)(F)F)C tert-butyl (2-(((S)-4-((tert-butoxycarbonyl)amino)-2,2-difluoropentyl)oxy)pyridin-4-yl)(1-(tert-butyl)-3-((1S,3R)-3-((tert-butyldimethylsilyl)oxy)cyclopentyl)-1H-pyrazol-5-yl)carbamate